cyano(hydroxyimino)acetic acid C(#N)C(C(=O)O)=NO